3,5-bis(trifluoromethyl)phenyl-magnesium bromide FC(C=1C=C(C=C(C1)C(F)(F)F)[Mg]Br)(F)F